C1=CC=CC=2C3=CC=CC=C3CC12.[K].[K] dipotassium fluorene